CSC1=NN=C(O1)CCN 2-(5-methylthio-2-1,3,4-oxadiazolyl)ethylamine